CN1C2=C(N(C(C1=O)=O)C1CCN(CC1)C1=NC=C(C=N1)CN1CCN(CC1)C)N=CC=C2 1-methyl-4-(1-(5-((4-methylpiperazin-1-yl)methyl)pyrimidin-2-yl)piperidin-4-yl)-1,4-dihydropyrido[2,3-b]pyrazine-2,3-dione